C(C)(C)(C)C=1C(=C(C(=C(C1C=1C(=CC=CC1)O)O)C(C)(C)C)C(C)(C)C)C(C)(C)C tetra-tert-butyl-biphenyl-2,2'-diol